FC1=C(C=C(C=C1)NC(C=C)=O)NC1=NC(=NC=C1C1=CC(=CC=C1)C(F)(F)F)NC=1C=NN(C1)C N-[4-fluoro-3-({2-[(1-methyl-1H-pyrazol-4-yl)amino]-5-[3-(trifluoromethyl)phenyl]pyrimidin-4-yl}amino)phenyl]prop-2-enamide